2-(2-methyl-3-((R or S)-1-(((R)-phenyl((R)-1,2,3,4-tetrahydropyrido[2,3-b]pyrazin-3-yl)methyl)amino)propan-2-yl)phenyl)acetic acid CC1=C(C=CC=C1[C@H](CN[C@@H]([C@H]1CNC2=C(N1)N=CC=C2)C2=CC=CC=C2)C)CC(=O)O |o1:7|